C[C@]12CC[C@@H]([C@]([C@@H]1CC[C@@]3([C@@H]2CC=C4[C@]3(CC[C@@]5([C@H]4CC(C[C@H]5O)(C)C)C)C)C)(C)CO)O[C@H]6[C@@H]([C@H]([C@@H]([C@H](O6)C(=O)O)O)O)O[C@H]7[C@@H]([C@H]([C@H]([C@H](O7)CO)O)O)O The molecule is a triterpenoid saponin that is composed of soyasapogenol B having a beta-D-galactopyranosyl-(1->2)-beta-D-glucopyranosiduronic acid moiety attached at the 3-position via a glycosidic linkage. It has a role as a hepatoprotective agent and a prodrug. It is a pentacyclic triterpenoid and a triterpenoid saponin. It derives from a soyasapogenol B. It is a conjugate acid of a soyasaponin III(1-).